C(C)N1N=C(C=C1)CNC(CC1N(C(CC1)=O)CC1=CC=C(C=C1)C)=O N-[(1-ethyl-1H-pyrazol-3-yl)methyl]-2-[1-[(4-methylphenyl)methyl]-5-oxopyrrolidin-2-yl]acetamid